C(C)N(C(=O)NC(CC)CC(C(F)(F)F)C)[C@H](C)C1=CC(=CC=C1)C=1N=C(C=2N(C1)C=CN2)OC 1-ethyl-1-((R)-1-(3-(8-methoxyimidazo[1,2-a]pyrazin-6-yl)phenyl)ethyl)-3-(6,6,6-trifluoro-5-methylhexan-3-yl)urea